N-((4'-fluoro-3-(1-isobutyl-1H-pyrazol-3-yl)-[1,1'-biphenyl]-4-yl)methyl)acrylamide FC1=CC=C(C=C1)C1=CC(=C(C=C1)CNC(C=C)=O)C1=NN(C=C1)CC(C)C